CC=1C=C(NC1)OCC(CC)ON O-[1-(4-methyl-1H-pyrrole-2-oxymethyl)-propyl]-hydroxylamine